6-(methoxymethoxy)-2-(trimethoxysilyl)-naphthalene COCOC=1C=C2C=CC(=CC2=CC1)[Si](OC)(OC)OC